ClC1=CC2=C(C=N1)C=C(N2)C(=O)NC2=C(C=CC=C2)Cl 6-chloro-N-(2-chlorophenyl)-1H-pyrrolo[3,2-c]pyridine-2-carboxamide